OC(C(=O)N1CC2=C(CCC1)N=CNC2=O)C2=CC(=CC=C2)C(F)(F)F 6-(2-hydroxy-2-(3-(trifluoromethyl)phenyl)acetyl)-3,5,6,7,8,9-hexahydro-4H-pyrimido[5,4-c]azepin-4-one